C(C)(C)C1=NN(C(=C1)C)CC(=O)N1N(CCC1)C1=C(C(=CC=C1)OC)C 2-(3-Isopropyl-5-methyl-pyrazol-1-yl)-1-[2-(3-methoxy-2-methyl-phenyl)pyrazolidin-1-yl]ethanone